[3-[4-[(2-fluoro-9-methyl-purin-6-yl)amino]-3-methoxy-pyrazol-1-yl]propyl]carbamic acid tert-butyl ester C(C)(C)(C)OC(NCCCN1N=C(C(=C1)NC1=C2N=CN(C2=NC(=N1)F)C)OC)=O